[Cl-].N1=NC(=CC=C1)C1=CN=[N+](C=C1)CCC#N 3-4-pyridazin-3-ylpyridazin-1-ium-1-ylpropanenitrile chloride salt